CC=1N(C2=CC=CC=C2C1C)CC(CN1CCOCC1)O 1-(2,3-dimethyl-1H-indol-1-yl)-3-morpholinopropan-2-ol